COC([O-])=O.C[N+](CCCC)(CCCC)CCCC methyl-tri-n-butyl-ammonium methyl-carbonate